3-(trifluoromethyl)-5,6-dihydro-[1,2,4]triazolo[4,3-a]pyrazine FC(C1=NN=C2N1CCN=C2)(F)F